(3aS)-1,1-dioxo-3a,4,5,6-tetrahydropyrrolo[1,2-b]isothiazol-3-one O=S1(N2[C@H](C(C1)=O)CCC2)=O